COC1=CC=C(CN(S(=O)(=O)C2=C3C=NN(C3=CC(=C2)NC(CC2=C(C=CC=C2)Cl)=O)CC2=CC=C(C=C2)NC(OC(C)(C)C)=O)CC2=CC=C(C=C2)OC)C=C1 tert-butyl (4-((4-(N,N-bis(4-methoxybenzyl)sulfamoyl)-6-(2-(2-chlorophenyl)acetamido)-1H-indazol-1-yl)methyl)phenyl)carbamate